(S)-Ethyl 6-fluoro-2-(5-fluoro-3-oxindol-1-yl)-1H-benzo[d]imidazole-7-carboxylate FC=1C=CC2=C(NC(=N2)N2CC(C3=CC(=CC=C23)F)=O)C1C(=O)OCC